C(C)(C)(C)N1CCC2(CC1)COC1=C2C=C(C(=C1)C)CBr (tert-butyl)6-methyl-5-(bromomethyl)-2H-spiro[benzofuran-3,4'-piperidine]